C(C1=CC=CC=C1)N1N=C(C(=C1)C1=CC(=NC=C1)C1=NC2=C(N1)CN(C2)C2N(CCN(C2)C)C(=O)N2C(CN(CC2)C)N2CC=1NC(=NC1C2)C2=NC=CC(=C2)C=2C(=NN(C2)CC2=CC=CC=C2)C2=NC(=CC=C2)C)C2=NC(=CC=C2)C (2-(4-(1-Benzyl-3-(6-methylpyridin-2-yl)-1H-pyrazol-4-yl)pyridin-2-yl)-4,6-dihydropyrrolo[3,4-d]imidazol-5(1H)-yl)(4-methylpiperazin-1-yl)ketone